(1s,3s)-3-((isopropyldimethylsilyl)oxy)cyclobutyl (1-(4-(2,6-dioxopiperidin-3-yl)-3,5-difluorophenyl)azetidin-3-yl)carbamate O=C1NC(CC[C@H]1C1=C(C=C(C=C1F)N1CC(C1)NC(OC1CC(C1)O[Si](C)(C)C(C)C)=O)F)=O